C(C)(C)(C)OC(=O)N1CCC2(CC(C2)NC=2C=CC=3N(N2)C(=CN3)C=3C=CC2=C(C=C(O2)C(=O)O)C3)CC1 5-(6-((7-(tert-Butoxycarbonyl)-7-azaspiro[3.5]nonan-2-yl)amino)imidazo[1,2-b]pyridazin-3-yl)benzofuran-2-carboxylic acid